(2S,4R)-4-(difluoromethyl)-N-((S,E)-4-(methylsulfonyl)but-3-en-2-yl)-2-phenylpiperidine-1-carboxamide FC([C@H]1C[C@H](N(CC1)C(=O)N[C@@H](C)\C=C\S(=O)(=O)C)C1=CC=CC=C1)F